N1(CCCC1)C(=O)OC1=CC(=C(C=C1)C=1N=C2SC3=C(N2C1)C=CC(=C3)C(N[C@H]3CN(CCC3)C)=O)F (3-fluoro-4-(7-(((R)-1-methylpiperidin-3-yl) carbamoyl) benzo[d]imidazo[2,1-b]thiazol-2-yl) phenyl) pyrrolidine-1-carboxylate